NCC=1C=C(CN)C=CC1 3-(aminomethyl)Benzylamine